ClC=1C(=C(C=CC1)NN1C(=CC=2C(NCCC21)=O)C2=C(C=NC=C2)C#C[C@@]2(N(CC2)C(C=C)=O)C)OC [(3-chloro-2-methoxyphenyl)amino]-2-(3-{2-[(2R)-2-methyl-1-(prop-2-enoyl)azetidin-2-yl]ethynyl}pyridin-4-yl)-1H,5H,6H,7H-pyrrolo[3,2-c]pyridin-4-one